NC1=C2N=CN(C2=NC(=N1)C1=NNC=C1)C1CCC(CC1)C(=O)NC1=CC(=CC=C1)OC 4-[6-amino-2-(1H-pyrazol-3-yl)-9H-purin-9-yl]-N-(3-methoxyphenyl)cyclohexanecarboxamide